[O].[P].[Si].[B].[Li] lithium boron silicon phosphorus oxygen